4-(((R)-1-(3-(difluoromethyl)-2-fluorophenyl)ethyl)amino)-6-(1-isopropylpyrrolidin-3-yl)-2,7-dimethylpyrido[3,4-d]pyrimidin-8(7H)-one FC(C=1C(=C(C=CC1)[C@@H](C)NC=1C2=C(N=C(N1)C)C(N(C(=C2)C2CN(CC2)C(C)C)C)=O)F)F